1-bromo-3-(1-methoxycyclopropyl)-5-(trifluoromethyl)benzene tert-butyl-(S)-1-(6-(benzylsulfanyl)pyridin-3-ylamino)-1-oxo-3-phenylprop-2-ylcarbamate C(C)(C)(C)N(C(O)=O)[C@H](C(=O)NC=1C=NC(=CC1)SCC1=CC=CC=C1)CC1=CC=CC=C1.BrC1=CC(=CC(=C1)C(F)(F)F)C1(CC1)OC